(S)-N-((4-(2-aminothiazol-5-yl)thiophen-2-yl)methyl)-7-((4-(4-fluorophenoxy)benzoyl)glycyl)-1,4-dioxa-7-azaspiro[4.4]nonane-8-carboxamide NC=1SC(=CN1)C=1C=C(SC1)CNC(=O)[C@H]1N(CC2(OCCO2)C1)C(CNC(C1=CC=C(C=C1)OC1=CC=C(C=C1)F)=O)=O